S(=O)(=O)([O-])[O-].[Dy+3].S(=O)(=O)([O-])[O-].S(=O)(=O)([O-])[O-].[Dy+3] dysprosium(III) sulfate